FC1=CC=C(CN2C[C@H](N(C(C2)=O)C2CC3(C2)CCN(CC3)C(=O)OC(C)(C)C)C3=C(C=CC=C3)C(C)C)C=C1 |o1:8| Tert-butyl (R or S)-2-(4-(4-fluorobenzyl)-2-(2-isopropylphenyl)-6-oxopiperazin-1-yl)-7-azaspiro[3.5]Nonane-7-carboxylate